CNC=1N=C(C(=NC1C=1C2=C(C=NC1)N(C=N2)C)C(=O)N)NC2=CC=C(C=C2)CN2CCOCC2 5-(methylamino)-6-(3-methylimidazo[4,5-c]pyridin-7-yl)-3-[4-(morpholinomethyl)anilino]pyrazine-2-carboxamide